5-Amino-1-[(1S,3R)-3-hydroxycyclopentyl]-3-[4-[[(2-methoxybenzoyl)amino]methyl]phenyl]pyrazole-4-carboxamide NC1=C(C(=NN1[C@@H]1C[C@@H](CC1)O)C1=CC=C(C=C1)CNC(C1=C(C=CC=C1)OC)=O)C(=O)N